C(C1=CC=CC=C1)N1CC(CCC1)C=1NCN(N1)C1=CC=C(C=C1)OC 5-(1-benzylpiperidin-3-yl)-2-(4-methoxyphenyl)-2,4-dihydro-3H-1,2,4-triazol